BrC1=CC2=C(NC(C(CC2)N2CC3(C2)CCOCC3)=O)N=C1 3-bromo-7-(7-oxa-2-azaspiro[3.5]nonan-2-yl)-6,7-dihydro-5H-pyrido[2,3-b]azepin-8(9H)-one